C(C)C1=NC(=CC=C1NC1=NC=C(C(=N1)C1=CC=2S(CCOCC2S1)(=O)=O)C(F)(F)F)N1CC2N(C(C1)C2)CCO 7-(2-((2-ethyl-6-(6-(2-hydroxyethyl)-3,6-diazabicyclo[3.1.1]heptan-3-yl)pyridin-3-yl)amino)-5-(trifluoromethyl)pyrimidin-4-yl)-2,3-dihydro-5H-thieno[3,2-e][1,4]oxathiepine 1,1-dioxide